CC(CCOC=1C=C(C=C(C1)F)C1=C(N=C(S1)NS(=O)(=O)C1=CC(=CC=C1)S(=O)C)C1=C(C=CC=C1C)C)(C)C N-[5-[3-(3,3-dimethylbutoxy)-5-fluorophenyl]-4-(2,6-dimethylphenyl)-1,3-thiazol-2-yl]-3-methylsulfinylbenzenesulfonamide